FC=1C(=NC=CC1)OC[C@]1(N(CCC1)C(=O)OC(C)(C)C)C tert-butyl (S)-2-(((3-fluoropyridin-2-yl)oxy)methyl)-2-methylpyrrolidine-1-carboxylate